(S)-3-(4-fluoro-2',5,6'-trimethyl-[1,1'-biphenyl]-3-yl)-3-((S)-2-(5-(2-(3-fluoroazetidin-1-yl)ethyl)-3-isopropyl-2-oxopyrazin-1(2H)-yl)-4-methylpentanamido)propanoic acid FC1=C(C=C(C=C1C)C1=C(C=CC=C1C)C)[C@H](CC(=O)O)NC([C@H](CC(C)C)N1C(C(=NC(=C1)CCN1CC(C1)F)C(C)C)=O)=O